O[C@@H](CC=1C(=C(C2=C(N(C(=[N+]2CC)C(=O)N2CCCCC2)CC)C1)N)C[C@@H]([C@H]([C@@H]([C@@H](CO)O)O)O)O)[C@H]([C@@H]([C@@H](CO)O)O)O bis[(2S,3R,4R,5R)-2,3,4,5,6-pentahydroxyhexyl]amino(piperidine-1-carbonyl)-1,3-diethyl-1H-1,3-benzodiazol-3-ium